The molecule is a secondary aliphatic amine that is sec-butylamine substituted by a methyl group at the N atom. Metabolite observed in cancer metabolism. It has a role as a human metabolite. It derives from a sec-butylamine. CCC(C)NC